(2R,4R)-1-(3-chloro-2-fluorobenzyl)-4-((5-fluoro-2-((5-methyl-1H-pyrazol-3-yl)amino)-6-(tri-fluoromethyl)pyrimidin-4-yl)methyl)-2-methylpiperidine-4-carboxylic acid ClC=1C(=C(CN2[C@@H](C[C@@](CC2)(C(=O)O)CC2=NC(=NC(=C2F)C(F)(F)F)NC2=NNC(=C2)C)C)C=CC1)F